C(C1=CC=CC=C1)NC1=C(C(=O)N)C=CC=C1 benzylaminobenzamide